C[C@H]1CCN(CCN1C(C=C)=O)C=1C=CC=2N=CN=C(C2N1)NC1=CC(=C(C=C1)OC1=CC2=C(N(N=N2)C)C=C1)C (S)-1-(7-methyl-4-(4-((3-methyl-4-((1-methyl-1H-benzo[d][1,2,3]triazol-5-yl)oxy)phenyl)amino)pyrido[3,2-d]pyrimidin-6-yl)-1,4-diazepan-1-yl)prop-2-en-1-one